2,5-bis(aminomethyl)furan hydrochloride Cl.NCC=1OC(=CC1)CN